N1=C(C=NC=C1)C=1C=C2CC(CC2=CC1)C(=O)N1CCC2=CC=C(C=C12)S(=O)(=O)N 1-(5-(pyrazin-2-yl)-2,3-dihydro-1H-indene-2-carbonyl)indoline-6-sulfonamide